OC(CN(CCCC(=O)OCCN1CCN(CC1)CCSSCCCN(CC(CCCCCCCCCC)O)CC(CCCCCCCCCC)O)CC(CCCCCC\C=C/C\C=C/CCCCC)O)CCCCCC\C=C/C\C=C/CCCCC 2-(4-(2-((3-(Bis(2-hydroxydodecyl)amino)propyl)disulfaneyl)ethyl)piperazin-1-yl)ethyl 4-(bis((9Z,12Z)-2-hydroxyoctadeca-9,12-dien-1-yl)amino)butanoate